FC1=CC=CC2=C1N=CN2C 7-fluoro-3-methyl-3H-benzimidazole